tert-butyl 7-(5-chloro-2-(2-(5-cyano-2-methyl-6-(methylamino)-4-oxopyrido[3,4-d]pyrimidin-3(4H)-yl) ethoxy) phenyl)-5-methylthieno[3,2-B]pyridine-3-carboxylate ClC=1C=CC(=C(C1)C1=C2C(=NC(=C1)C)C(=CS2)C(=O)OC(C)(C)C)OCCN2C(=NC1=C(C2=O)C(=C(N=C1)NC)C#N)C